(±)-N-[3-(4-bromo-2-chloro-phenyl)oxetan-3-yl]-2-methyl-propane-2-sulfinamide BrC1=CC(=C(C=C1)C1(COC1)N[S@](=O)C(C)(C)C)Cl |r|